C=C(CC)C=1C(=CC(=NC1)OC)F 5-(But-1-en-2-yl)-4-fluoro-2-methoxypyridine